(4-morpholinyl)-16β-(1-pyrrolinyl)-3α,17β-diacetoxy-5α-androstane N1(CCOCC1)C[C@@]12[C@H]([C@H](C[C@H]1[C@@H]1CC[C@H]3C[C@@H](CC[C@]3(C)[C@H]1CC2)OC(C)=O)C2=NCCC2)OC(C)=O